FC=1C=C(C#N)C=CC1N1C(N(C=2C=NC=3C=C(C(=CC3C21)C=2C=NN(C2)C)OC)C)=O 3-fluoro-4-[7-methoxy-3-methyl-8-(1-methyl-1H-pyrazol-4-yl)-2-oxo-2,3-dihydroimidazo[4,5-c]-quinolin-1-yl]benzonitrile